FC1=CC=2N(C=C1)C(=CN2)C2=C1CNC(C1=C(C=C2)NC2=CC=C1C(=N2)N(CC12CCOCC2)CCN2C[C@H](CC2)F)=O (S)-4-(7-fluoroimidazo[1,2-a]pyridin-3-yl)-7-((1'-(2-(3-fluoropyrrolidin-1-yl)ethyl)-1',2,2',3,5,6-hexahydrospiro[pyran-4,3'-pyrrolo[2,3-b]pyridin]-6'-yl)amino)isoindolin-1-one